2-[3,5-dichloro-4-[1-(4-fluorobenzyl)-2-oxo-1,2-dihydropyrimidin-5-yl]oxy-phenyl]-3,5-dioxo-1,2,4-triazine-6-carbonitrile ClC=1C=C(C=C(C1OC=1C=NC(N(C1)CC1=CC=C(C=C1)F)=O)Cl)N1N=C(C(NC1=O)=O)C#N